ClC=1C=C(C=CC1CN1CCOCC1)C=1C(=NOC1C=1C=C(C(=CC1O)O)C1=CC(=CC=C1)C(C)C)C(=O)NCC (3-chloro-4-(morpholinomethyl)phenyl)-5-(4,6-dihydroxy-3'-isopropyl-[1,1'-biphenyl]-3-yl)-N-ethylisoxazole-3-carboxamide